O1CC[C@@H]2[C@H]1[C@@H]1CC[C@H]2N1 |r| (±)-(3aS,4R,7S,7aS)-octahydro-4,7-epiminobenzofuran